tert-butyl N-[(1-{3-[(dimethylsulfamoyl) amino] benzenesulfonyl}-5-(2-fluorophenyl)-1H-pyrrol-3-yl) methyl]-N-methylcarbamate CN(S(=O)(=O)NC=1C=C(C=CC1)S(=O)(=O)N1C=C(C=C1C1=C(C=CC=C1)F)CN(C(OC(C)(C)C)=O)C)C